C(C=C)(=O)NC(CS(=O)(=O)[O-])(C)C.[NH4+] Ammonium 2-acrylamido-2-methyl-propanesulfonate